(((3-((prop-2-yn-1-yloxy)methyl)-3H-diazirine-3-yl)methoxy)carbonyl)-L-lysine C(C#C)OCC1(N=N1)COC(=O)N[C@@H](CCCCN)C(=O)O